NCCN(CCNCCN)CCN N,N,N'-tris(2-aminoethyl)ethane-1,2-diamine